C(C)(=O)OC1(CC1)C1=NC2=C(N1C1CC(C1)(C)O)C(=CC(=C2)O)C(F)(F)F 1-(5-hydroxy-1-((cis)-3-hydroxy-3-methylcyclobutyl)-7-(trifluoromethyl)-1,3-benzodiazol-2-yl)cyclopropyl acetate